CC1(OC2=C(C1)C=CC=C2OCCO)C 2-[(2,2-dimethyl-3H-1-benzofuran-7-yl)oxy]ethanol